ClC=1N=NC(=C(C1C1CC1)C)Cl 3,6-dichloro-4-cyclopropyl-5-methyl-pyridazine